C(C)C1(CCC2(OCCO2)CC1)NC(OC(C)(C)C)=O tert-butyl N-(8-ethyl-1,4-dioxaspiro[4.5]decan-8-yl)carbamate